C(CCCCCCC)NC(=O)N(CCCC)CCCC N-octyl-N',N'-dibutylurea